anthraquinone-1-diazonium tetrafluoroborate F[B-](F)(F)F.C1(=CC=CC=2C(C3=CC=CC=C3C(C12)=O)=O)[N+]#N